P(=O)([O-])(O)OCC[N+](C)(C)C Phosphocholine